FC1(CCC=C(CC1)B1OC(C(O1)(C)C)(C)C)F 2-(5,5-difluorocyclohept-1-en-1-yl)-4,4,5,5-tetramethyl-1,3,2-dioxaborolane